N-(2-aminophenyl)-4-[[[4-[(4-fluorobenzyl)amino]pyrrolo[2,1-f][1,2,4]triazin-2-yl]thio]methyl]benzamide NC1=C(C=CC=C1)NC(C1=CC=C(C=C1)CSC1=NN2C(C(=N1)NCC1=CC=C(C=C1)F)=CC=C2)=O